4,5-Dihydroxy-1,3-benzenedisulfonic acid disodium salt [Na+].[Na+].OC1=C(C=C(C=C1O)S(=O)(=O)[O-])S(=O)(=O)[O-]